N-(3,3-dimethyltetrahydro-2H-pyran-4-yl)-5-methyl-6-(1-methyl-1H-pyrazol-3-yl)-4-(4-(1-methyl-1H-pyrazol-3-yl)benzyl)picolinamide CC1(COCCC1NC(C1=NC(=C(C(=C1)CC1=CC=C(C=C1)C1=NN(C=C1)C)C)C1=NN(C=C1)C)=O)C